C[Si]1(CCC(CC1)N1C(=CC2=C1N=C(S2)OC)C(=O)N)C (1,1-dimethylsilinan-4-yl)-2-methoxy-4H-pyrrolo[2,3-d]thiazole-5-carboxamide